C(C)(C)C1=C(C(=CC(=C1)OC1=CC=CC=C1)C(C)C)NC(=S)N 2,6-diisopropyl-4-phenoxyphenylthiourea